FC(OC=1C=C(C=C(C1)O)C)F 5-(difluoromethoxy)-3-methylphenol